1,6-dibromodecafluorohexane C(C(C(C(F)(F)Br)(F)F)(F)F)(C(C(F)(F)Br)(F)F)(F)F